N-(4-hydroxy-3-(3-methyl-1H-pyrazol-1-yl)phenyl)-4-methylbenzenesulfonamide OC1=C(C=C(C=C1)NS(=O)(=O)C1=CC=C(C=C1)C)N1N=C(C=C1)C